Br[Mg]C1=CC=C(C=C1)C(C)(C)C bromo-(4-tert-butylphenyl)magnesium